ClC=1C(C(=C(C(C1NCC1=CC=C(C=C1)OC)=O)Cl)C1=C(NC2=CC=CC=C12)C)=O 2,5-dichloro-3-(4-methoxybenzyl)amino-6-(2-methyl-1H-indol-3-yl)cyclohexane-2,5-diene-1,4-dione